3,4-Diamino-1-(4-amino-2-chlorophenyl)-7-(trifluoromethyl)-1,8-naphthyridin-2(1H)-one NC=1C(N(C2=NC(=CC=C2C1N)C(F)(F)F)C1=C(C=C(C=C1)N)Cl)=O